2-(furan-3-yl)-6-methyl-N-(3-(4-[5-(trifluoromethyl)pyrazin-2-yl]phenyl)propyl)thieno[2,3-d]pyrimidin-4-amine O1C=C(C=C1)C=1N=C(C2=C(N1)SC(=C2)C)NCCCC2=CC=C(C=C2)C2=NC=C(N=C2)C(F)(F)F